tert-Butyl 4-(3'-(hydroxymethyl)-5'-(4-(4-(trifluoromethyl)phenyl)-1H-1,2,3-triazol-1-yl)-[1,1'-biphenyl]-4-yl)piperidine-1-carboxylate OCC=1C=C(C=C(C1)N1N=NC(=C1)C1=CC=C(C=C1)C(F)(F)F)C1=CC=C(C=C1)C1CCN(CC1)C(=O)OC(C)(C)C